ClC1=C(C=CC=C1)C=1C(=CNC1)C#N 4-(2-chlorophenyl)-1H-pyrrole-3-carbonitrile